N1,N3-di-o-tolylbenzene-1,3-diamine C1(=C(C=CC=C1)NC1=CC(=CC=C1)NC1=C(C=CC=C1)C)C